COC(/C(/CCCC(CCC1=CC=CC=C1)=O)=C/C1=CC=C(C=C1)OC)=O (E)-2-(4-methoxybenzylidene)-6-oxo-8-phenyloctanoic acid methyl ester